C1(=C(C=CC=C1)NC1=CC=CC=2OC3=C(C21)C=CC=C3)C3=CC=CC=C3 (biphenylyl)(dibenzofuranyl)amine